4-(dibenzylamino)-1-(difluoromethyl)cyclohexane-1-ol C(C1=CC=CC=C1)N(C1CCC(CC1)(O)C(F)F)CC1=CC=CC=C1